COCCOC1=NC=C(C=C1)C (2-methoxyethoxy)-5-methylpyridine